NC=1N=C(C=C2C=C(N=CC12)NC(=O)C1CC12CN(CC2)S(=O)(=O)C)C=2C=NC=CC2C (+-)-trans-N-[8-amino-6-(4-methyl-3-pyridyl)-2,7-naphthyridin-3-yl]-5-methylsulfonyl-5-azaspiro[2.4]Heptane-2-carboxamide